ClC=1C=C(C=C(C1)F)C1=C(C(=CC=C1)C[C@@H]1N(CC([C@@H]1NS(=O)(=O)C)(F)F)C(=O)C1OCC1)F N-[(2S,3R)-2-[(3'-chloro-2,5'-difluoro[1,1'-biphenyl]-3-yl)methyl]-4,4-difluoro-1-(oxetane-2-carbonyl)pyrrolidin-3-yl]methanesulfonamide